(3R,4S,5S,6R)-2-(3-((5-(4-fluorophenyl)thiophen-2-yl)methyl)-4-methylphenyl)-6-(hydroxymethyl)tetrahydro-2H-pyran-2,3,4,5-tetraol FC1=CC=C(C=C1)C1=CC=C(S1)CC=1C=C(C=CC1C)C1(O[C@@H]([C@H]([C@@H]([C@H]1O)O)O)CO)O